C(C)(C)(C)OC(=O)N1C(CC(CC1)C#N)C.ClC=1C=CC=2C3=CC=CC=C3C3=CC=CC1C23 3-chlorofluoranthene tert-Butyl-4-cyano-2-methylpiperidine-1-carboxylate